N-(1-(2-cyclopentylvinyl)cyclopropyl)-pivaloamide C1(CCCC1)C=CC1(CC1)NC(C(C)(C)C)=O